di-(1-butyl) phenyl phosphate P(=O)(OCCCC)(OCCCC)OC1=CC=CC=C1